C1(CC1)C1=CC(=C(C(=C1)C)C=1C=CC=2C(=NC(=CN2)C2CN(CCC2)C)N1)C 6-(4-cyclopropyl-2,6-dimethyl-phenyl)-3-(1-methyl-3-piperidyl)pyrido[2,3-b]pyrazine